COS(=O)(=O)CC1=NN=CN1CC1=CC=C(C=C1)C#CC1=CC=C(C=C1)C1=CC(=NO1)CN1C(=NC=C1)[C@H](C)OC1OCCCC1 (4-(4-((4-(3-((2-((1S)-1-((tetrahydro-2H-pyran-2-yl)oxy)ethyl)-1H-imidazol-1-yl)methyl)isoxazol-5-yl)phenyl)ethynyl)benzyl)-4H-1,2,4-triazol-3-yl)methanesulfonic acid methyl ester